scandium ammonium sulphate S(=O)(=O)([O-])[O-].[NH4+].[Sc+3].S(=O)(=O)([O-])[O-]